6-(2,5-dichloropyrimidin-4-yl)-2-(2-methoxyethyl)-2,3-dihydro-1H-isoindol-1-one ClC1=NC=C(C(=N1)C1=CC=C2CN(C(C2=C1)=O)CCOC)Cl